C(C)(=O)OC1=C(C=CC(=C1)C(C)C)N1N=C2C(CN(CC3C2=C1CCN3C(=O)[O-])C(=O)[O-])C 2-(2-acetoxy-4-isopropylphenyl)-9-methyl-3,4,5a,6,8,9-hexahydro-2H-1,2,5,7-tetraazabenzo[cd]azulene-5,7-dicarboxylate